(2S)-2-[9H-fluoren-9-ylmethoxycarbonylamino]-3-[3-(trifluoromethyl)phenyl]propanoic acid C1=CC=CC=2C3=CC=CC=C3C(C12)COC(=O)N[C@H](C(=O)O)CC1=CC(=CC=C1)C(F)(F)F